C(C)(C)OC([C@H](C)NP(=O)(OC1=CC=CC=C1)CC1=CC2=C(SC(=C2)C(=O)OCC=C)C=C1)=O Allyl 5-(((((S)-1-isopropoxy-1-oxopropan-2-yl)amino)(phenoxy)phosphoryl)methyl)benzo[b]thiophene-2-carboxylate